OC1=C2C3=C(C(OC2=CC(=C1C(=O)N(CCO)CCO)CCCCC)(C)C)C=CC(=C3)C 1-hydroxy-N,N-bis(2-hydroxyethyl)-6,6,9-trimethyl-3-pentyl-6H-benzo[c]chromene-2-carboxamide